rac-N-((4R,5S)-4-(6-(aminomethyl)pyridin-2-yl)-7-ethyl-6-oxo-1-phenyl-4,5,6,7-tetrahydro-1H-pyrazolo[3,4-b]pyridin-5-yl)-4-(trifluoromethyl)pyrimidine-2-carboxamide NCC1=CC=CC(=N1)[C@@H]1C2=C(N(C([C@H]1NC(=O)C1=NC=CC(=N1)C(F)(F)F)=O)CC)N(N=C2)C2=CC=CC=C2 |r|